(2S)-2-(2-methoxy-2-(pyridin-3-yl)acetamido)-4-((2-phenoxyethyl)(4-(5,6,7,8-tetrahydro-1,8-naphthyridin-2-yl)butyl)amino)butanoic acid COC(C(=O)N[C@H](C(=O)O)CCN(CCCCC1=NC=2NCCCC2C=C1)CCOC1=CC=CC=C1)C=1C=NC=CC1